1-(2-fluoro-6-methyl-benzoyl)-2-[4-[(1-methyl-4-piperidyl)amino]phenyl]-2,3,4,4a,5,6,7,7a-octahydrocyclopenta-[b]pyridine-3-carboxylic acid FC1=C(C(=O)N2C3C(CC(C2C2=CC=C(C=C2)NC2CCN(CC2)C)C(=O)O)CCC3)C(=CC=C1)C